NC1=NC=CC=C1C1=NC=2C(=NC(=CC2)CC)N1C=1C=C2CC[C@@H](C2=CC1)NC(C1=CC(=C(C=C1)O)C=O)=O (S)-N-(5-(2-(2-aminopyridin-3-yl)-5-ethyl-3H-imidazo[4,5-b]pyridin-3-yl)-2,3-dihydro-1H-inden-1-yl)-3-formyl-4-hydroxybenzamide